5-(2-bromo-5-fluorophenyl)-1-methyl-1,2,4-triazole BrC1=C(C=C(C=C1)F)C1=NC=NN1C